3-(3',5'-di-tert-butyl-4-hydroxyphenyl)propionyl-hexamethylenediamine C(C)(C)(C)C=1C=C(C=C(C1O)C(C)(C)C)CCC(=O)NCCCCCCN